CC1=NOC(=C1)C1NCCC1 3-methyl-5-(pyrrolidin-2-yl)isoxazole